(R)-6-(2-hydroxy-2-(3'-((trifluoromethyl)thio)-[1,1'-biphenyl]-3-yl)acetyl)-2-(1-phenylcyclopropyl)-3,5,6,7,8,9-hexahydro-4H-pyrimido[5,4-c]azepin-4-one O[C@@H](C(=O)N1CC2=C(CCC1)N=C(NC2=O)C2(CC2)C2=CC=CC=C2)C=2C=C(C=CC2)C2=CC(=CC=C2)SC(F)(F)F